C(#N)C1=CC=C(C=N1)CNC(=O)C=1C(=C2C=CC(=NC2=CN1)C(=O)OCCO)O 2-hydroxyethyl 6-(((6-cyanopyridin-3-yl) methyl) carbamoyl)-5-hydroxy-1,7-naphthyridine-2-carboxylate